C(C)OCCC(C(=O)OCC(C)C1=C(C=CC(=C1)C)Br)C(C)(C)C 2-(2-bromo-5-methylphenyl)propanol 2-ethoxyethyl-3,3-dimethylbutyrate